BrC1=CC=C(C=C1)C1=NN2C(NCCC2C2=CC=CC=C2)=C1 (-)-2-(4-Bromophenyl)-7-phenyl-4,5,6,7-tetrahydropyrazolo[1,5-a]pyrimidine